3-(4-(4-acryloyl-2-methylpiperazin-1-yl)-6-fluoro-1-(2-isopropyl-6-(methylsulfonyl)phenyl)-2-oxo-1,2-dihydropyrido[2,3-d]pyrimidin-7-yl)-2-chlorobenzonitrile C(C=C)(=O)N1CC(N(CC1)C=1C2=C(N(C(N1)=O)C1=C(C=CC=C1S(=O)(=O)C)C(C)C)N=C(C(=C2)F)C=2C(=C(C#N)C=CC2)Cl)C